dihydro[1,3'-bipyridyl]-3-carboxamide N1(CC(CC=C1)C(=O)N)C=1C=NC=CC1